C1(=C(C=CC=C1)C=1C2=CC=CC=C2C(=C2C=CC(=CC12)C1=CC=C(C=C1)C1=NC2=C(N1C1=CC=CC=C1)C=CC=C2)C2=C(C=CC=C2)C2=CC=CC=C2)C2=CC=CC=C2 2-(4-(9,10-di([1,1'-biphenyl]-2-yl)anthracen-2-yl)phenyl)-1-phenyl-1H-benzo[d]imidazole